3-(bromomethyl)-1,2-benzoxazole BrCC1=NOC2=C1C=CC=C2